CN1N=[14C]([14C]2=[14CH][14CH]=[14CH]C(=C12)SC[Si](C)(C)C)C#N 1-methyl-7-(((trimethylsilyl)methyl)thio)-1H-indazole-3-carbonitrile-14C5